CC(COC1=CC=C(C=C1)B1OC(C(O1)(C)C)(C)C)(C)O 2-methyl-1-[4-(4,4,5,5-tetramethyl-1,3,2-dioxaborolan-2-yl)phenoxy]propan-2-ol